C1(CC1)C(=O)N1CCC2(CCN(C2)C(=O)OC(C)(C)C)CC1 tert-butyl 8-(cyclopropanecarbonyl)-2,8-diazaspiro[4.5]decane-2-carboxylate